N-(ethyl(isopropyl)(oxo)-λ6-sulfaneylidene)-2-(pyridin-3-yl)-2H-indazole-5-carboxamide C(C)S(=NC(=O)C1=CC2=CN(N=C2C=C1)C=1C=NC=CC1)(=O)C(C)C